C1(CCCCC1)P(C1(C(C1)(C1=CC=CC=C1)C1=CC=CC=C1)C)C1CCCCC1 1-(dicyclohexylphosphino)-2,2-Diphenyl-1-methylcyclopropane